C(C)OC(=O)C=1C(=NN2C1C=C(C(=C2)OC)NC(=O)OC(C)(C)C)C 5-((tert-butoxycarbonyl)amino)-6-methoxy-2-methylpyrazolo[1,5-a]pyridine-3-carboxylic acid ethyl ester